C(C(C)C)N[Si](C)(C)C isobutylaminotrimethylsilane